ClC1=CC(=C2C(=CNC2=C1F)N1C=NC=C1)OCC#N 2-[(6-chloro-7-fluoro-3-imidazol-1-yl-1H-indol-4-yl)oxy]acetonitrile